C(C)(C)(C)[Si](OC[C@H]1NC([C@@H](N(C2=C(C1)C=CC(=C2)OS(=O)(=O)C(F)(F)F)C)C(C)C)=O)(C2=CC=CC=C2)C2=CC=CC=C2 (2S,5S)-5-{[tert-butylbis(phenyl)siloxy]methyl}-2-isopropyl-1-methyl-9-(trifluoromesyloxy)-1,4,5,6-tetrahydro-1,4-benzodiazocin-3(2H)-one